isopropyl (trans-4-(5-(2-(N-(tert-butyl)sulfamoyl)-4-(2-(dimethyl-amino)ethoxy)phenyl)thiazol-2-yl)cyclohexyl)carbamate C(C)(C)(C)NS(=O)(=O)C1=C(C=CC(=C1)OCCN(C)C)C1=CN=C(S1)[C@@H]1CC[C@H](CC1)NC(OC(C)C)=O